C(C=C)(=O)OC=C1OC2(CCC1C2)C(=O)N acryloyloxymethyleneoxanorbornanecarboxamide